diAzanaphthalen-2-one N1C(N=CC2=CC=CC=C12)=O